ClC=1C=C(C=CC1CI)NC(=O)[C@H](C)NC(=O)[C@H](C(C)C)NC(CCCCCN1C(C=CC1=O)=O)=O N-[(1S)-1-{[(1S)-1-{[3-chloro-4-(iodomethyl)phenyl]carbamoyl}ethyl]carbamoyl}-2-methylpropyl]-6-(2,5-dioxo-2,5-dihydro-1H-pyrrol-1-yl)hexanamide